BrC1=C2OCC(N3C(=NC(C(=C1)F)=C32)C(C)=O)C 1-(6-Bromo-8-fluoro-3-methyl-3,4-dihydro-5-oxa-1,2a-diazaacenaphthylene-2-yl)ethan-1-one